N,N-dimethyl-7H-pyrrolo[2,3-d]pyrimidine-6-carboxamide hydrochloride Cl.CN(C(=O)C1=CC2=C(N=CN=C2)N1)C